1-[4-(6-Hydroxyhexoxy)phenyl]-3-(4-methoxyphenyl)prop-2-en-1-one OCCCCCCOC1=CC=C(C=C1)C(C=CC1=CC=C(C=C1)OC)=O